C(C)OC=1C=C(C=2N(C1)N=C1C2C=NN1)C=1C=CC(=NC1)N1C[C@@H]([C@H](C1)OC1=NC=CC=C1)N (3S,4S)-1-(5-(6-ethoxy-1H-pyrazolo[3',4':3,4]pyrazolo[1,5-a]pyridin-4-yl)pyridin-2-yl)-4-(pyridin-2-yloxy)pyrrolidin-3-amine